3-(6-(Bromomethyl)pyrimidin-4-yl)piperidine-2,6-dione BrCC1=CC(=NC=N1)C1C(NC(CC1)=O)=O